2-(4-(2-((dimethylamino)methyl)-1-methyl-1H-imidazol-5-yl)phenoxy)-4-methylbenzaldehyde CN(C)CC=1N(C(=CN1)C1=CC=C(OC2=C(C=O)C=CC(=C2)C)C=C1)C